CC1=NN(C(N1C1=CC=CC=C1)=O)C1=NC(=C2N=C(N(C2=N1)C)C1=CC=NC=C1)N1CCOCC1 3-methyl-1-(9-methyl-6-morpholino-8-(pyridin-4-yl)-9H-purin-2-yl)-4-phenyl-1H-1,2,4-triazol-5(4H)-one